C(C)C=1C=2N(C=C(C1)C=1N=C3N(C(C1)=O)C=C(C=C3)N3C[C@@H](N(CC3)CCO)C)C=C(N2)C 2-(8-ethyl-2-methylimidazo[1,2-a]pyridin-6-yl)-7-[(3S)-4-(2-hydroxyethyl)-3-methylpiperazin-1-yl]-4H-pyrido[1,2-a]pyrimidin-4-one